COC1=CC(=C(/C=C/C=2C=C(C=C(C2)O)O)C=C1)O[Si](CC)(CC)CC (E)-5-(4-methoxy-2-(triethylsiloxy)styryl)-1,3-benzenediol